3-(5-hydroxy-5-phenylhexahydrocyclopenta[c]pyrrol-2(1H)-yl)-1-(4-hydroxyphenyl)propan-1-one OC1(CC2C(CN(C2)CCC(=O)C2=CC=C(C=C2)O)C1)C1=CC=CC=C1